C(C)OC(CNC1=C(C=C(C(=C1)F)OC)[N+](=O)[O-])=O 2-((5-fluoro-4-methoxy-2-nitrophenyl)amino)acetic acid ethyl ester